5-Chloro-7-nitro-4-(6-azaspiro[2.5]octan-6-yl)quinolin ClC1=C2C(=CC=NC2=CC(=C1)[N+](=O)[O-])N1CCC2(CC2)CC1